3-bromo-N-methyl-5-(morpholin-4-yl)benzenesulfonamide BrC=1C=C(C=C(C1)N1CCOCC1)S(=O)(=O)NC